8-(2,4-Dimethoxyphenyl)-2-[(4-{[2-(dimethylamino)ethyl](methyl)amino}phenyl)amino]-5-ethynylpyrido[2,3-d]pyrimidin-7-one COC1=C(C=CC(=C1)OC)N1C(C=C(C2=C1N=C(N=C2)NC2=CC=C(C=C2)N(C)CCN(C)C)C#C)=O